ClC=1C(=C(C=CC1)NC1=NC=NC2=CC(=C(C=C12)N)OC)F 4-[(3-chloro-2-fluorophenyl)amino]-7-methoxy-6-aminoquinazoline